ClC1=C(C=CC=C1)CN1N=C(C=C1OC1=CC=CC=C1)COC(C(=O)O)(C)C 2-([1-[(2-Chlorophenyl)methyl]-5-phenoxy-1H-pyrazol-3-yl]methoxy)-2-methylpropanoic acid